C(C)C(C[Si](CC)(CC)N)CC diethyl-aminotriethylsilane